N-sec-butyl-4-(tert-butylimino)-2-penten-2-amine C(C)(CC)NC(C)=CC(C)=NC(C)(C)C